5-cyclobutyl-2-(4-cyclopropyl-6-methoxy-pyrimidin-5-yl)-4-[[4-[1-methyl-4-(trifluoromethyl)imidazol-2-yl]phenyl]methoxy]pyrimidine C1(CCC1)C=1C(=NC(=NC1)C=1C(=NC=NC1OC)C1CC1)OCC1=CC=C(C=C1)C=1N(C=C(N1)C(F)(F)F)C